NC(C(=O)NC=1C=CC(=C(C(=O)N[C@H](C)C2=CC=CC3=CC=CC=C23)C1)C)(C)C (R)-5-(2-amino-2-methylpropanamido)-2-methyl-N-(1-(naphthalen-1-yl)ethyl)benzamide